(trifluoromethanesulfonyl)amide FC(S(=O)(=O)[NH-])(F)F